Cl.O=C1NC(CCC1N1C(C2=CC=C(C=C2C1=O)OCCCCNC)=O)=O 2-(2,6-Dioxopiperidin-3-yl)-5-(4-(methylamino)butoxy)isoindoline-1,3-dione hydrochloride